1-(4-aminopiperidin-1-yl)ethane-1-one hydrochloride Cl.NC1CCN(CC1)C(C)=O